CN1N=NC(=C1NC(O[C@H](C)C=1C(=NC=CC1)Cl)=O)C1=NC=C(C=C1)NC(=O)[C@H]1[C@@H](C1)C1=CC=CC=C1 (R)-1-(2-chloropyridin-3-yl)ethyl (1-methyl-4-(5-((1R,2R)-2-phenylcyclopropane-1-carboxamido) pyridin-2-yl)-1H-1,2,3-triazol-5-yl)carbamate